tert-butyl (3r,4r)-4-(((7-((tert-butoxycarbonyl) (quinolin-3-ylmethyl) amino)-3-isopropylpyrazolo[1,5-a]pyrimidin-5-yl) amino) methyl)-3-hydroxypiperidine-1-carboxylate C(C)(C)(C)OC(=O)N(C1=CC(=NC=2N1N=CC2C(C)C)NC[C@@H]2[C@H](CN(CC2)C(=O)OC(C)(C)C)O)CC=2C=NC1=CC=CC=C1C2